tert-butyl 2-((7-bromo-5-(bromomethyl)benzofuran-4-yl)oxy)acetate BrC1=CC(=C(C=2C=COC21)OCC(=O)OC(C)(C)C)CBr